(chloromethyl)-5-(methoxymethyl)-1-methyl-1H-1,2,3-triazole hydrochloride Cl.ClCC=1N=NN(C1COC)C